ClC1=CC(=C(C=C1)C=1C2=C(N=C(N1)N1C[C@@H](OCC1)C=1C=NC(=NC1)C)N=C(C=C2)C)F 4-(4-chloro-2-fluorophenyl)-7-methyl-2-((2S)-2-(2-methyl-5-pyrimidinyl)-4-morpholinyl)pyrido[2,3-d]pyrimidine